methyl (2E)-3-[3-fluoro-1-(oxan-2-yl) indazol-6-yl]prop-2-enoate FC1=NN(C2=CC(=CC=C12)/C=C/C(=O)OC)C1OCCCC1